C(C)(C)(C)C=1C=C(CBr)C=C(C1)C(C)(C)C 3,5-bis(tertiary butyl)benzyl bromide